C(C)(C)C1=NOC(=N1)C1CCN(CC1)C=1SC2=NC(=CC=C2N1)C1=CC=NC=C1 3-isopropyl-5-(1-(5-(pyridin-4-yl)thiazolo[5,4-b]pyridin-2-yl)piperidin-4-yl)-1,2,4-oxadiazol